2-(1-methyl-1H-pyrazole-5-carboxamido)-5-oxohexanediamide CN1N=CC=C1C(=O)NC(C(=O)N)CCC(C(=O)N)=O